ClC=1C=C(C=CC1C(=O)N1CCCC1)NC1CN(C1)C1CCN(CC1)C(=O)OC(C)(C)C tert-butyl 4-(3-(3-chloro-4-(pyrrolidine-1-carbonyl)phenylamino)azetidin-1-yl)piperidine-1-carboxylate